[Si](C1=CC=CC=C1)(C1=CC=CC=C1)(C(C)(C)C)O[C@@H]1[C@](COC1)(C)N1CCNCC1 |r| (3R,4R) and (3S,4S)-1-(4-((tert-butyldiphenylsilyl)oxy)-3-methyltetrahydrofuran-3-yl)piperazine